2-(((E)-((E)-4,4-dimethyl-1-phenylpent-1-en-3-ylidene)amino)oxy)acetic acid CC(/C(/C=C/C1=CC=CC=C1)=N/OCC(=O)O)(C)C